C1(CC1)C1=NNC2=NC=NC=C21 3-cyclopropyl-1H-pyrazolo[3,4-d]pyrimidine